FC[C@@H](COC1=CC=C(C(=O)OC)C=C1)O |r| rac-Methyl 4-(3-fluoro-2-hydroxypropoxy)benzoate